(6'-acetyloxy-3-oxospiro[2-benzofuran-1,9'-xanthene]-3'-yl) acetate C(C)(=O)OC=1C=CC=2C3(C4=CC=C(C=C4OC2C1)OC(C)=O)OC(C1=C3C=CC=C1)=O